diethyl 5-(1-(tert-butoxy)-7-((tert-butyldimethylsilyl)oxy)-2,6,6-trimethyl-1-oxoheptan-2-yl)-1,3-dihydro-2H-indene-2,2-dicarboxylate C(C)(C)(C)OC(C(CCCC(CO[Si](C)(C)C(C)(C)C)(C)C)(C)C=1C=C2CC(CC2=CC1)(C(=O)OCC)C(=O)OCC)=O